C1(CC1)C1=CC(=NN1)NC1=NC(=NC=C1)N1C[C@H]2CN[C@H]2C1 N-(5-cyclopropyl-1H-pyrazol-3-yl)-2-[(1R,5R)-3,6-diazabicyclo[3.2.0]hept-3-yl]pyrimidin-4-amine